C(C)C1=CC=C(C=C1)CC=1C(C2=CC=CC=C2C(C1O)=O)=O 2-[(4-ethylphenyl)methyl]-3-hydroxy-[1,4]naphthoquinone